3-(2-(dimethylamino)phenyl)-1-((tetrahydro-2H-pyran-4-yl)methyl)-1H-pyrrole-2,5-dione CN(C1=C(C=CC=C1)C=1C(N(C(C1)=O)CC1CCOCC1)=O)C